C1(CC1)C[C@@H](C(=O)OCC1=CC(=CC=C1)F)NC(C[C@H]1N(C(CC1)=O)CC1=C(C(=CC=C1)F)F)=O 3-Fluorobenzyl (S)-3-cyclopropyl-2-(2-((S)-1-(2,3-difluorobenzyl)-5-oxopyrrolidin-2-yl)acetamido)propanoate